C=1N=CN2C1C(=CC=C2)C2=NC=C(C=N2)NC=2C(=CC=CC2C)N N1-(2-(imidazo[1,5-a]pyridin-8-yl)pyrimidin-5-yl)-6-methylbenzene-1,2-diamine